N-{3-[6-Amino-5-(4-benzyloxy-3-fluoro-phenyl)-pyrimidin-4-yloxy]-phenyl}-2-chloroacetamide NC1=C(C(=NC=N1)OC=1C=C(C=CC1)NC(CCl)=O)C1=CC(=C(C=C1)OCC1=CC=CC=C1)F